FC(C(=O)O)(F)F.FC(OC=1C=C(C=C(C1)OC(F)F)[C@H](CC(=O)OC)NC(CNC(=O)C1=CC(=C2C=NNC2=C1)NC=1NCC(CN1)F)=O)F methyl (3S)-3-(3,5-bis(difluoromethoxy)phenyl)-3-(2-(4-((5-fluoro-1,4,5,6-tetrahydropyrimidin-2-yl)amino)-1H-indazole-6-carboxamido)acetamido)propanoate trifluoroacetate